NC(CCCN1N=CC(=C1)N1C(=C(C2=CC=C(C(=C12)F)Cl)SC=1C(=C(C(=O)O)C=CC1)F)C1CC1)=O 3-((1-(1-(4-amino-4-oxobutyl)-1H-pyrazol-4-yl)-6-chloro-2-cyclopropyl-7-fluoro-1H-indol-3-yl)thio)-2-fluorobenzoic acid